benzyl (S)-2-(cyanomethyl)-4-(2-(((2R,SR)-5-methylmorpholin-2-yl)methoxy)-7-(naphthalen-1-yl)-5,6,7,8-tetrahydropyrido[3,4-d]pyrimidin-4-yl)piperazine-1-carboxylate C(#N)C[C@@H]1N(CCN(C1)C=1C2=C(N=C(N1)OC[C@H]1CN[C@H](CO1)C)CN(CC2)C2=CC=CC1=CC=CC=C21)C(=O)OCC2=CC=CC=C2 |&1:20|